C(C1=CC=CC=C1)N1C(=NC=2N(C(N(C(C12)=O)CCCO)=O)C)OC1=CC=C(C=C1)CC 7-benzyl-8-(4-ethylphenoxy)-1-(3-hydroxypropyl)-3-methyl-1H-purine-2,6(3H,7H)-dione